NC=1C2=C(C(NN1)=O)N(C=C2C2=CC=C(C=C2)OC2=C(C=CC=C2F)F)[C@H]2CN(CC2)CC#CC (R)-4-amino-1-(1-(but-2-ynyl)pyrrolidin-3-yl)-3-(4-(2,6-difluorophenoxy)phenyl)-1,6-dihydro-7H-pyrrolo[2,3-D]pyridazin-7-one